NC=1N=C(C=C2C=C(N=CC12)NC(=O)[C@H]1[C@H](C1)C(=O)NCC)C=1C=NC=CC1C |r| (±)-(cis)-N1-(8-amino-6-(4-methylpyridin-3-yl)-2,7-naphthyridin-3-yl)-N2-ethylCyclopropane-1,2-dicarboxamide